C(C#C)N1NC(=CN=C1)C1OCCC1 2-propargyl-6-(2-tetrahydrofuranyl)-1,2,4-triazine